C1(CC1)NC(=O)C=1C2=C(C(=NC1)C1=NOC(C1)(C(F)(F)F)C1=CC(=C(C(=C1)Cl)F)Cl)C=CO2 N-cyclopropyl-4-[5-(3,5-dichloro-4-fluorophenyl)-4,5-dihydro-5-(trifluoro-methyl)-3-isoxazolyl]furo[3,2-c]pyridine-7-carboxamide